C1(CCCCC1)C1=C(C=CC=C1)F o-Cyclohexylfluorobenzol